2-(1-acryloyl-4-(7-(3,4-dihydroquinolin-1(2H)-yl)-2-(3-(4-methylpiperazin-1-yl)azetidin-1-yl)-5,6,7,8-tetrahydroquinazolin-4-yl)piperazin-2-yl)acetonitrile C(C=C)(=O)N1C(CN(CC1)C1=NC(=NC=2CC(CCC12)N1CCCC2=CC=CC=C12)N1CC(C1)N1CCN(CC1)C)CC#N